2-[1-(piperazin-1-yl)cyclopropyl]-1,3-benzoxazole N1(CCNCC1)C1(CC1)C=1OC2=C(N1)C=CC=C2